[1,5]oxazocine-3-carboxylate O1CC(=CN=CC=C1)C(=O)[O-]